Methyl (1r,4r)-4-{[(tert-butoxy) carbonyl](methyl)amino}cyclohexane-1-carboxylate C(C)(C)(C)OC(=O)N(C1CCC(CC1)C(=O)OC)C